5-amino-N-{2-[3-amino-4-(2-methoxy-2-methylpropoxy)pyrrolidin-1-yl]-5,6,7,8-tetrahydroquinolin-6-yl}-2,4-dimethylthieno[2,3-d]pyrimidine-6-carboxamide NC1=C(SC=2N=C(N=C(C21)C)C)C(=O)NC2CC=1C=CC(=NC1CC2)N2CC(C(C2)OCC(C)(C)OC)N